CC1=C(OC=2C3=C(N=C(N2)NC2CCNCC2)CCC3)C(=CC=C1)C 4-(2,6-dimethylphenoxy)-N-(piperidin-4-yl)-6,7-dihydro-5H-cyclopenta[d]pyrimidin-2-amine